FC(C=1C(=C(C=CC1)[C@@H](C)NC=1C2=C(N=C(N1)C)N=C(C(=C2)C2CCN(CC2)CCO)OC)F)F (R)-2-(4-(4-((1-(3-(difluoromethyl)-2-fluorophenyl)ethyl)amino)-7-methoxy-2-methylpyrido[2,3-d]pyrimidin-6-yl)piperidin-1-yl)ethan-1-ol